NCCNCCNCCC[Si](OC)(OC)OC N-(2-Aminoethyl)-N'-[3-(tri-methoxysilyl)propyl]ethylendiamin